3-[[4-(2-hydroxy-5-methyl-phenyl)phthalazin-1-yl]amino]propane-1,2-diol OC1=C(C=C(C=C1)C)C1=NN=C(C2=CC=CC=C12)NCC(CO)O